O1N=C(C2=C1C=CC=C2)C(C)S(=O)(=O)Cl 1-(1,2-benzoxazol-3-yl)ethane-1-sulfonyl chloride